C(C(C)C)(=O)[C@@]1([C@H]([C@@H](O[C@@H]1COC(C(C)C)=O)N1C=NC=2C(OC(N(C3=CC=CC=C3)C3=CC=CC=C3)=O)=NC(NC(C(C)C)=O)=NC12)O)O 3',5'-O-diisobutyryl-2-N-isobutyryl-6-O-diphenylcarbamoyl-guanosine